(E)-2-cyano-3-ethoxy-prop-2-enoic acid ethyl ester C(C)OC(\C(=C\OCC)\C#N)=O